methyl trans-4-(pyridin-2-yloxy)-cyclohexanecarboxylate N1=C(C=CC=C1)O[C@@H]1CC[C@H](CC1)C(=O)OC